Sinapoyl lactate C(C(O)C)(=O)OC(\C=C\C1=CC(OC)=C(O)C(OC)=C1)=O